6,6,9-trimethyl-3-pentyl-6a,7,8,9-tetrahydro-6H-benzo[c]chromen-1-ol CC1(OC=2C=C(C=C(C2C=2C1CCC(C2)C)O)CCCCC)C